ClC1=C(C(=CC=C1)Cl)NC(=O)C=1C(=NC(=NC1)SC)OC(C)C N-(2,6-dichlorophenyl)-2-(methylsulfanyl)-4-(propan-2-yloxy)pyrimidine-5-carboxamide